5-[5-(trifluoromethyl)-1,2,4-oxadiazol-3-yl]-N-[1-[3-(trifluoromethyl)phenyl]cyclopropyl]pyrimidin-2-amine FC(C1=NC(=NO1)C=1C=NC(=NC1)NC1(CC1)C1=CC(=CC=C1)C(F)(F)F)(F)F